(R)-4-(3-(3-aminopiperidine-1-carbonyl)-1-(4-(dimethylamino)-2-fluorophenyl)-1H-pyrazole-5-yl)benzonitrile N[C@H]1CN(CCC1)C(=O)C1=NN(C(=C1)C1=CC=C(C#N)C=C1)C1=C(C=C(C=C1)N(C)C)F